C(#N)C=1N=CC2=C(N1)OC1(CC2)CCCC=2CCC=C(C21)C cyano-8-methyl-3,4,5',6-tetrahydro-2H-spiro[naphthalene-1,7'-pyrano[2,3-d]pyrimidin]